1-ethyl-N-((7-fluoro-5-(pyridin-4-yl)-2,3-dihydro-1H-inden-4-yl)carbamoyl)azetidine-3-sulfonamide C(C)N1CC(C1)S(=O)(=O)NC(NC1=C2CCCC2=C(C=C1C1=CC=NC=C1)F)=O